3-methylpentane-2,4-diol CC(C(C)O)C(C)O